CC=1C=CC=2N(C3=CC=CC=C3C2C1)C1=C(C#N)C(=C(C(=C1N1C2=CC=CC=C2C=2C=C(C=CC12)C)N1C2=CC=CC=C2C=2C=C(C=CC12)C)C1=NC(=CC=C1)C)N1C2=CC=CC=C2C=2C=C(C=CC12)C 2,3,4,6-tetrakis(3-methyl-9H-carbazol-9-yl)-5-(6-methylpyridin-2-yl)benzonitrile